C12(CC(C1)C2)C(=O)N2[C@H]([C@H]([C@H](C2)F)NS(=O)(=O)C)CC=2C(=C(C=CC2)C2=C(C=CC(=C2)F)F)F N-{(2S,3R,4S)-1-(bicyclo[1.1.1]pentane-1-carbonyl)-4-fluoro-2-[(2,2',5'-trifluoro[1,1'-biphenyl]-3-yl)methyl]pyrrolidin-3-yl}-methanesulfonamide